N1(CCCCC1)C1=C(C=CC=C1)S(=O)(=O)Cl 2-(piperidin-1-yl)benzenesulfonyl chloride